C(#N)C=1C=CC(=C(C(=O)NC2=CC(=CC(=C2)F)F)C1)I 5-cyano-N-(3,5-difluorophenyl)-2-iodo-benzamide